O1CCC(CC1)C1=CC(=NO1)N 5-(tetrahydropyran-4-yl)isoxazol-3-amine